COC1=NC=C(C=C1C=1C(=C(C=CC1F)S(=O)(=O)N)Cl)C=1C=C2C(=NC=NC2=C(C1)OC1CCOCC1)C (2-methoxy-5-(4-methyl-8-((tetrahydro-2H-pyran-4-yl)oxy)quinazolin-6-yl)pyridin-3-yl)-2-chloro-4-fluorobenzenesulfonamide